bis(terpyridine) cobalt [Co].N1=C(C=CC=C1)C1=NC=CC=C1C1=NC=CC=C1.N1=C(C=CC=C1)C1=NC=CC=C1C1=NC=CC=C1